2-methyl-1-phenyl-2-Propanol CC(CC1=CC=CC=C1)(C)O